O=C1N(CCC(N1)=O)N1C(C2=CC=C(C=C2C1=O)CN1CCN(CC1)C1=NC(=CC=C1)C)=O 2-(2,4-dioxotetrahydropyrimidin-1(2H)-yl)-5-((4-(6-methylpyridin-2-yl)piperazin-1-yl)methyl)isoindoline-1,3-dione